C(CCCCCCCCCC)(=O)OC[C@H](COC(CCCN(C)C)=O)OC(CCCCCCCCCC)=O (R)-3-((4-(dimethylamino)butanoyl)oxy)propane-1,2-diol di(undecanoate)